4-methyl-[1,1-biphenyl]-4-amine CC1(CC=C(C=C1)C1=CC=CC=C1)N